3-hydroxy-3-pyrrolin-2-one OC=1C(NCC1)=O